5-(7,8-dimethyl-[1,2,4]triazolo[1,5-a]pyridin-6-yl)-6-isopropyl-1-((1S,4S)-4-(neopentylamino)cyclohexyl)-1,3-dihydro-2H-benzo[d]imidazol-2-one CC1=C(C=2N(C=C1C1=CC3=C(N(C(N3)=O)C3CCC(CC3)NCC(C)(C)C)C=C1C(C)C)N=CN2)C